FC1=C(C=CC(=C1)C1CNCCO1)C=1N=C2SC3=C(N2C1)C=CC(=C3)C(=O)NC3CCOCC3 2-(2-fluoro-4-(morpholin-2-yl)phenyl)-N-(tetrahydro-2H-pyran-4-yl)benzo[d]imidazo[2,1-b]thiazole-7-carboxamide